2-bromo-N-(4-bromophenyl)-N-phenylaniline BrC1=C(N(C2=CC=CC=C2)C2=CC=C(C=C2)Br)C=CC=C1